1-[2-cyano-4-(trifluoromethyl)phenyl]-4-{2'-ethoxy-[2,3'-bipyridin]-5-yl}-N-[(2S)-1-(methylamino)propan-2-yl]piperidine-4-carboxamide C(#N)C1=C(C=CC(=C1)C(F)(F)F)N1CCC(CC1)(C(=O)N[C@H](CNC)C)C=1C=CC(=NC1)C=1C(=NC=CC1)OCC